OC[C@@](CC=C)(S(=O)(=O)N(CC1=CC=C(C=C1)OC)CC1=CC=C(C=C1)OC)C (R)-1-HYDROXY-N,N-BIS(4-METHOXYBENZYL)-2-METHYLPENT-4-ENE-2-SULFONAMIDE